2-bromo-1-(2-(triisopropylsilyloxy)phenyl)ethanone BrCC(=O)C1=C(C=CC=C1)O[Si](C(C)C)(C(C)C)C(C)C